CC(CCCCCCC(=O)SCCNC(CCNC([C@@H](C(COP(OP(OC[C@@H]1[C@H]([C@H]([C@@H](O1)N1C=NC=2C(N)=NC=NC12)O)OP(=O)(O)O)(=O)O)(=O)O)(C)C)O)=O)=O)C 8-methyl-nonanoyl-CoA